O1CS(C2=C1C=CC=C2)=O 2H-benzo[1,3]oxathiole 3-oxide